C1NCCC2=CN=CC=C12 1,2,3,4-tetra-hydro-2,6-naphthyridine